CC1=C(C(=C(C1([Hf](C1(C=CC2=CC=3CC(CC3C=C12)(C)C)CCCCCC)(C)C)C)C)C)C Pentamethylcyclopentadienyl-dimethyl-(1-n-hexyl-6,6-dimethyl-1,5,6,7-tetrahydro-s-indacenyl)hafnium